N1C(=NC=C1)C1=NC(=CC=2C3=CC=CC=C3NC12)C(=O)OCC1=CC=CC=C1 benzyl 1-(1H-imidazol-2-yl)-beta-carboline-3-carboxylate